FC1(CC(C(N(C2=C1C=C(C(=C2)C(NNC(C(C)(S(=O)(=O)C)C)=O)=O)F)CC2=CC=C(C=C2)OC2=CC=CC=C2)=O)NC(OC(C)(C)C)=O)F tert-butyl N-[5,5,7-trifluoro-8-[[(2-methyl-2-methylsulfonyl-propanoyl)amino]carbamoyl]-2-oxo-1-[(4-phenoxyphenyl)methyl]-3,4-dihydro-1-benzazepin-3-yl]carbamate